OC(CCOCC)=O 1,5-dioxaheptane-2-one